1-(4-piperidyl)-6-tetrahydropyran-4-yloxy-3H-imidazo[4,5-b]pyridin-2-one, dihydrochloride Cl.Cl.N1CCC(CC1)N1C(NC2=NC=C(C=C21)OC2CCOCC2)=O